(2S,4R)-1-(tert-butoxycarbonyl)-4-hydroxyproline C(C)(C)(C)OC(=O)N1[C@@H](C[C@H](C1)O)C(=O)O